4-nitro-1-(4-methoxy-benzyl)-1H-pyrazole [N+](=O)([O-])C=1C=NN(C1)CC1=CC=C(C=C1)OC